FCCN1C=CC(C=C1)=O 1-(fluoroethyl)pyridin-4(1H)-one